BrC1=C2C=CC=NC2=C(C=C1)C#N 5-bromo-8-cyanoquinoline